C(C)(=O)C1=CCCCC1 1-acetyl-1-cyclohexene